(1S,2R)-2-(difluoromethyl)-N-(5-((4-(2-hydroxy-2-methylpropoxy)phenyl)ethynyl)-8-(methylamino)-2,7-naphthyridin-3-yl)cyclopropane-1-carboxamide FC([C@H]1[C@H](C1)C(=O)NC=1N=CC2=C(N=CC(=C2C1)C#CC1=CC=C(C=C1)OCC(C)(C)O)NC)F